methoxybicyclo[1.1.1]pentan COC12CC(C1)C2